ClC1=CC(=CC(=N1)C1=CC(=NC=N1)C(=O)NC)C1NC2(CC2)CNC1 6-(6-chloro-4-(4,7-diazaspiro[2.5]octan-5-yl)pyridin-2-yl)-N-methylpyrimidine-4-carboxamide